N-lauroyl-L-glutamat C(CCCCCCCCCCC)(=O)N[C@@H](CCC(=O)[O-])C(=O)[O-]